N-[[4-(cyclopropylmethoxy)-3-methoxy-phenyl]methylene]-2-methyl-propane-2-sulfinamide C1(CC1)COC1=C(C=C(C=C1)C=NS(=O)C(C)(C)C)OC